CC(=CCCCCCCCC(=O)OCCCCCCCN(CCCCCCCC(=O)OC(CCCCCCCC)CCCCCCCC)CCO)C 7-{(2-hydroxyethyl)[7-(1-octylnonyloxycarbonyl)heptyl]amino}heptyl 10-methyl-9-undecenoate